4-(5-methylfuran-2-yl)pyrazolo[1,5-a][1,3,5]triazin-2-amine-2-d CC1=CC=C(O1)C1=NC(NC=2N1N=CC2)(N)[2H]